1-(4-(5-((4-(4-(4,4-difluoropiperidin-1-yl)-7H-pyrrolo[2,3-d]pyrimidin-6-yl)phenyl)amino)pyrimidin-2-yl)piperazin-1-yl)prop-2-en-1-one FC1(CCN(CC1)C=1C2=C(N=CN1)NC(=C2)C2=CC=C(C=C2)NC=2C=NC(=NC2)N2CCN(CC2)C(C=C)=O)F